(5RS)-5-(2-chloro-4-methylbenzyl)-3-{3-methyl-5-[3-(trifluoromethyl)phenoxy]pyridazin-4-yl}-5,6-dihydro-4H-1,2,4-oxadiazine ClC1=C(C[C@H]2NC(=NOC2)C2=C(N=NC=C2OC2=CC(=CC=C2)C(F)(F)F)C)C=CC(=C1)C |r|